C12(CCC(C1)C2)N2CC(N(S(C1=C2C=C(C(=C1)OC)Br)(=O)=O)C)CCCC 5-(bicyclo[2.1.1]hexan-1-yl)-7-bromo-3-butyl-8-methoxy-2-methyl-2,3,4,5-tetrahydrobenzo[f][1,2,5]thiadiazepine 1,1-dioxide